N-(3,4-dimethylphenyl)-N-methyl-1-(p-tolyl)-1H-1,2,4-triazole-3-carboxamide CC=1C=C(C=CC1C)N(C(=O)C1=NN(C=N1)C1=CC=C(C=C1)C)C